BrC=1C=CC2=C(N=CS2)C1F 5-bromo-4-fluorobenzo[d]thiazole